(R)-4-chloro-5-(3-((1'-(methylsulfonyl)-1',2',3',6'-tetrahydro-[4,4'-bipyridin]-2-yl)oxy)pyrrolidin-1-yl)pyridazin-3(2H)-one ClC=1C(NN=CC1N1C[C@@H](CC1)OC1=NC=CC(=C1)C=1CCN(CC1)S(=O)(=O)C)=O